2-((6-chloro-2,3-dihydrobenzofuran-5-yl)amino)-9-cyclohexyl-7-methyl-7,9-dihydro-8H-purin-8-one ClC1=CC2=C(CCO2)C=C1NC1=NC=C2N(C(N(C2=N1)C1CCCCC1)=O)C